FC(C1=NC(=NO1)C1=C(C(=O)NC2=C(C=CC=C2)C2=CC(=C(C(=C2)F)F)F)C=CC=C1)F (5-(difluoromethyl)-1,2,4-oxadiazol-3-yl)-N-(3',4',5'-trifluoro-[1,1'-biphenyl]-2-yl)benzamide